C(C)C=1N(C=C(N1)C)C=1N=C(N(C1)C)C1=NC(=CC2=C1C=NN2C)C(=O)N 4-(2-ethyl-1',4-dimethyl-1'H-[1,4'-biimidazole]-2'-yl)-1-methyl-1H-pyrazolo[4,3-c]pyridine-6-carboxamide